(4-octyloxyphenyl)phenyliodonium tetrakis-(3,5-bis-trifluoromethyl-phenyl)-borate FC(C=1C=C(C=C(C1)C(F)(F)F)[B-](C1=CC(=CC(=C1)C(F)(F)F)C(F)(F)F)(C1=CC(=CC(=C1)C(F)(F)F)C(F)(F)F)C1=CC(=CC(=C1)C(F)(F)F)C(F)(F)F)(F)F.C(CCCCCCC)OC1=CC=C(C=C1)[I+]C1=CC=CC=C1